FC1(C(C2=C(C(=C=C=C12)OC=1C=C(C#N)C=CC1)C(F)(F)F)O)F 3-{8,8-difluoro-7-hydroxy-5-(trifluoromethyl)bicyclo[4.2.0]oct-1,3,5-triene-2-enyloxy}benzonitrile